ClCC1=CC(=C(OCC2CCN(CC2)S(=O)(=O)C)C=C1)C(F)(F)F 4-((4-(Chloromethyl)-2-(trifluoromethyl)phenoxy)methyl)-1-(methylsulfonyl)piperidine